O1C(CCCC1)CC1NCC2C1CCC2 ((tetrahydro-2H-pyran-2-yl)methyl)octahydro-cyclopenta[c]pyrrol